O=C1C(=COC2=CC=CC=C12)/C=C/C(=O)OC(C)C isopropyl (E)-3-(4-oxo-4H-chromen-3-yl)acrylate